tert-butyl 2-(((4-bromo-2-chloro-5-fluorobenzyl) oxy) methyl)-7-azaspiro[3.5]nonane-7-carboxylate BrC1=CC(=C(COCC2CC3(C2)CCN(CC3)C(=O)OC(C)(C)C)C=C1F)Cl